ClC1=NC(=NC(=C1)Cl)C(C)(C)F 4,6-Dichloro-2-(2-fluoroprop-2-yl)pyrimidine